2-((S)-3-carboxybutanoyl)-4-chloro-6-methoxybenzo[b]thiophen C(=O)(O)[C@H](CC(=O)C1=CC2=C(S1)C=C(C=C2Cl)OC)C